NC1CC(C1)OC=1C(=CC(=NC1)C)C1=CC=2N(C=C1)N=C(C2)NC2=NC(=NC(=C2)C)C 5-(5-((1r,3r)-3-aminocyclobutoxy)-2-methylpyridin-4-yl)-N-(2,6-dimethylpyrimidin-4-yl)pyrazolo[1,5-a]pyridin-2-amine